C(=O)(OC(C)(C)C)N1CCN(CC1)C1CCNCC1 1-Boc-4-(piperidine-4-yl)-piperazine